chloro-2,6-dimethoxypyridin-4-amine ClC=1C(=NC(=CC1N)OC)OC